2-(2-methoxy-5-((R or S)-1-(((R)-phenyl((R)-1,2,3,4-tetrahydropyrido[2,3-b]pyrazin-3-yl)methyl)amino)propan-2-yl)phenyl)acetic acid COC1=C(C=C(C=C1)[C@H](CN[C@@H]([C@H]1CNC2=C(N1)N=CC=C2)C2=CC=CC=C2)C)CC(=O)O |o1:8|